C(C)[C@]1(CCCC=2C=CC=NC12)O (R)-8-Ethyl-5,6,7,8-tetrahydroquinolin-8-ol